C(C)S(=O)(=O)N1CCCCC1 1-(ethylsulfonyl)piperidin